C(C)(C)[C@@H]1CN(CC=2C=CC(=NC12)N1CCNCC1)C1=CC=C(C=2N1N=CN2)C#N (R)-5-(8-isopropyl-2-(piperazin-1-yl)-7,8-dihydro-1,6-naphthyridin-6(5H)-yl)-[1,2,4]triazolo[1,5-a]pyridine-8-carbonitrile